(S)-N-(1-(5-(2-Chlorophenyl)oxazol-2-yl)-4-(2-fluoroacetimidamido)butyl)-2,6-dimethoxybenzamide ClC1=C(C=CC=C1)C1=CN=C(O1)[C@H](CCCNC(CF)=N)NC(C1=C(C=CC=C1OC)OC)=O